FC(C(=O)O)(F)F.COC1=CC=C(C=C1)C1(CNC1)O 3-(4-methoxyphenyl)azetidin-3-ol trifluoroacetate salt